N-benzylsilylamine C(C1=CC=CC=C1)N[SiH3]